Methyl 2-amino-3-iodo-5-(trifluoromethyl)-4-(3-(trifluoromethyl)isothiazol-5-yl)benzoate NC1=C(C(=O)OC)C=C(C(=C1I)C1=CC(=NS1)C(F)(F)F)C(F)(F)F